P(OC1=C(C=C(C=C1C(C)(C)C)O)C(C)(C)C)(OC1=C(C=C(C=C1C(C)(C)C)O)C(C)(C)C)[O-] bis[2,6-di-tert-butyl-4-hydroxyphenyl] phosphite